7-(Naphthalen-2-yl)benzo[e][1,2,4]triazin-3-amine C1=C(C=CC2=CC=CC=C12)C1=CC2=C(N=C(N=N2)N)C=C1